CC=1C=C2C(C=C(OC2=C(C1)C(C)NC1=C(C(=O)O)C=CC=C1)C=1C=CC=2N(C1)C(=NN2)C(F)(F)F)=O 2-[1-[6-Methyl-4-oxo-2-[3-(trifluoromethyl)-[1,2,4]triazolo[4,3-a]pyridin-6-yl]chromen-8-yl]ethylamino]benzoic acid